[F].[F] Fluorine fluorine